FC=1C=NC(=NC1)N1CCC(CC1)(C(=O)N1CCOC2=C(C1)C=NC=C2C#N)C 4-[1-[5-fluoropyrimidin-2-yl]-4-methyl-piperidine-4-carbonyl]-3,5-dihydro-2H-pyrido[3,4-f][1,4]oxazepine-9-carbonitrile